1-(piperazin-1-yl)ethanone N1(CCNCC1)C(C)=O